ClC1=C(C=C(C=2C([C@]3(C(=CC(C[C@H]3C)=O)OC)OC21)=O)OCC)C=2OC(=NN2)C(C)(O)C (2S,5'R)-7-chloro-4-ethoxy-6-[5-(1-hydroxyl-methyl-ethyl)-1,3,4-oxadiazol-2-yl]-3'-methoxy-5'-methyl-spiro[benzofuran-2,4'-cyclohex-2-ene]-1',3-dione